C(C)(C)OC(=O)C1=CN(C(=C1C)C1=C(C=CC=C1)C(F)(F)F)CCO (S)-1-(2-hydroxyethyl)-4-methyl-5-[2-(trifluoromethyl)phenyl]-1H-pyrrole-3-carboxylic acid isopropyl ester